OC1=CC=C(OC=2C=C(C=C3C=NN(C23)C)C(=O)O)C=C1 7-(4-hydroxyphenoxy)-1-methyl-indazole-5-carboxylic acid